N-(1-(hydroxymethyl)-3,3,5-trimethylcyclohexyl)-4-(1H-imidazol-1-yl)picolinamide OCC1(CC(CC(C1)C)(C)C)NC(C1=NC=CC(=C1)N1C=NC=C1)=O